C(#N)C=1C=C(C=NC1OC)NC(=O)C=1C=NN(C1C(F)(F)F)C1=CN=CC2=CC=CC=C12 N-(5-cyano-6-methoxypyridin-3-yl)-1-(isoquinolin-4-yl)-5-(trifluoromethyl)-1H-pyrazole-4-carboxamide